BrC1=CC(=CC(=N1)C[C@H](C(=O)OC)NC(=O)OC(C)(C)C)OC methyl (R)-3-(6-bromo-4-methoxypyridin-2-yl)-2-((tert-butoxycarbonyl)amino)propanoate